N[C@@H](CCO)C R-3-aminobutanol